N-n-pentadecanoyl-threonine C(CCCCCCCCCCCCCC)(=O)N[C@@H]([C@H](O)C)C(=O)O